hydroxy-ethane bisphosphonate P(O)(O)=O.P(O)(O)=O.OCC